4-[cyclopropyl-[4-(5,6,7,8-tetrahydro-1,8-naphthyridin-2-yl)butyl]amino]-2-[[3-hydroxy-2-phenyl-propanoyl]amino]butanoic acid C1(CC1)N(CCC(C(=O)O)NC(C(CO)C1=CC=CC=C1)=O)CCCCC1=NC=2NCCCC2C=C1